O\N=C(\NC1=CC=CC=C1)/C1=CC=C(C=C1)C1=CC=CC=C1 (E)-N'-hydroxy-N-phenyl-[1,1'-biphenyl]-4-carboximidamide